3-hexyloxy-N,N-dimethylpropaneamide C(CCCCC)OCCC(=O)N(C)C